FC(C(C)NC)C=1C=CC2=C(C(=CO2)F)C1 1-fluoro-1-(3-fluorobenzofuran-5-yl)-N-methylpropan-2-amine